C(C)C1=C(C#N)C=CC(=C1)OC1=NC=C(C=C1)N1C(NC=2C1=NC=CC2)=O 2-ethyl-4-[[5-(2-oxo-1H-imidazo[4,5-b]pyridin-3-yl)-2-pyridinyl]oxy]benzonitrile